(1S,2R,3aR,4S,6aR)-4-((2-amino-3-bromoquinolin-7-yl)oxy)-2-(4-amino-7H-pyrrolo[2,3-d]pyrimidin-7-yl)hexahydropentalene-1,6a(1H)-diol NC1=NC2=CC(=CC=C2C=C1Br)O[C@@H]1[C@H]2C[C@H]([C@@H]([C@]2(CC1)O)O)N1C=CC2=C1N=CN=C2N